(5R)-5-ethyl-5-methyl-3-(6-{[4-methyl-3-(methyloxy)phenyl]oxy}-3-pyridinyl)-2,4-imidazolidinedione C(C)[C@@]1(C(N(C(N1)=O)C=1C=NC(=CC1)OC1=CC(=C(C=C1)C)OC)=O)C